1,1-dioxido-2,3-dihydrothiophen-3-yl 4-(phenylsulfonyl)benzenesulfonate C1(=CC=CC=C1)S(=O)(=O)C1=CC=C(C=C1)S(=O)(=O)OC1CS(C=C1)(=O)=O